[N+](=O)([O-])[O-].[Rb+] Rubidium nitrat